ethyl 2-(2-chloropyridin-4-yl)-2,2-difluoroacetate ClC1=NC=CC(=C1)C(C(=O)OCC)(F)F